cis-8-dimethylamino-1-[2-(1-methoxy-cyclobutyl)-ethyl]-3-(2-methyl-pyrimidin-5-yl)-8-phenyl-1,3-diazaspiro[4.5]decan-2-one CN(C1(CCC2(CN(C(N2CCC2(CCC2)OC)=O)C=2C=NC(=NC2)C)CC1)C1=CC=CC=C1)C